C(C)(CC)N1N=CC=2C1=NC(=CC2)NC2=NC=C(C(=C2)N2C[C@H](CCC2)O)C=2C=NN(C2)C(C)C (3S)-1-(2-((1-(sec-butyl)-1H-pyrazolo[3,4-b]pyridin-6-yl)amino)-5-(1-isopropyl-1H-pyrazol-4-yl)pyridin-4-yl)piperidin-3-ol